1-[8-(1,6-dimethyl-1H-1,3-benzodiazol-5-yl)indolizine-3-carbonyl]piperidin-4-amine hydrochloride Cl.CN1C=NC2=C1C=C(C(=C2)C2=CC=CN1C(=CC=C21)C(=O)N2CCC(CC2)N)C